7-((4-(3-acetamidophenoxy)-7H-pyrrolo[2,3-d]pyrimidin-2-yl)amino)-1,1,4-trimethyl-1,2,3,4-tetrahydroquinoxalin-1-ium C(C)(=O)NC=1C=C(OC=2C3=C(N=C(N2)NC2=CC=C4N(CC[N+](C4=C2)(C)C)C)NC=C3)C=CC1